6-(3-fluoro-2-methoxy-phenyl)-2-[(4-fluoro-2-pyridinyl)oxymethyl]imidazo[1,2-a]pyrimidine FC=1C(=C(C=CC1)C=1C=NC=2N(C1)C=C(N2)COC2=NC=CC(=C2)F)OC